O=C1OC[C@H](N1)CCC(=O)N1CC2(C1)CN(C2)CC2=C(C=CC=C2)S(=O)(=O)N 2-[[2-[3-[(4R)-2-Oxooxazolidin-4-yl]propanoyl]-2,6-diazaspiro[3.3]heptan-6-yl]methyl]benzenesulfonamide